2-(4-(4-(5-chloro-4-((5-methyl-1H-pyrazol-3-yl)amino)pyrimidin-2-yl)piperazine-1-carbonyl)phenyl)-1H-benzo[d]imidazole-4-carboxamide ClC=1C(=NC(=NC1)N1CCN(CC1)C(=O)C1=CC=C(C=C1)C1=NC2=C(N1)C=CC=C2C(=O)N)NC2=NNC(=C2)C